N-(1,1-dimethyl-3-hydroxybutyl)acrylamide CC(CC(C)O)(C)NC(C=C)=O